FC1=CC=CC2=C(C=CC=C12)F 1,5-Difluoronaphthalene